3-[(5S)-3-oxo-5-phenyl-6,7-dihydro-3H-pyrrolo[2,1-c][1,2,4]triazol-2(5H)-yl]bicyclo[1.1.1]pentane-1-carbonitrile O=C1N2C(=NN1C13CC(C1)(C3)C#N)CC[C@H]2C2=CC=CC=C2